acryloyloxyundecyl-triethoxysilane C(C=C)(=O)OCCCCCCCCCCC[Si](OCC)(OCC)OCC